Cl.CC=1C(=NC(=NC1)N1CCN(CC1)C)C(=O)N[C@H](C)C1=CC=CC2=CC=CC=C12 5-methyl-2-(4-methylpiperazin-1-yl)-N-[(1R)-1-(1-naphthyl)ethyl]pyrimidine-4-carboxamide hydrochloride salt